1-((4-Fluorophenyl)sulfonyl)piperidine-2-carboxylic acid FC1=CC=C(C=C1)S(=O)(=O)N1C(CCCC1)C(=O)O